rel-(S)-2-(methylsulfonyl)isoxazolidin CS(=O)(=O)N1OCCC1